N-(2-(3-Chloro-1-(2-methyltetrahydro-2H-pyran-4-yl)-1H-pyrazol-4-yl)pyrimidin-4-yl)-5-isopropyl-8-((2R,3S)-2-methyl-3-((methanesulfonyl)methyl)azetidin-1-yl)isoquinolin-3-amine ClC1=NN(C=C1C1=NC=CC(=N1)NC=1N=CC2=C(C=CC(=C2C1)C(C)C)N1[C@@H]([C@H](C1)CS(=O)(=O)C)C)C1CC(OCC1)C